N-(2-dimethylamino-ethyl)-3-[6-[3-(hydroxymethyl)phenyl]imidazo[1,2-b]pyridazin-3-yl]benzamide CN(CCNC(C1=CC(=CC=C1)C1=CN=C2N1N=C(C=C2)C2=CC(=CC=C2)CO)=O)C